N-([1,1'-biphenyl]-4-yl)-4'-(phenanthren-9-yl)-[1,1'-biphenyl]-4-amine C1(=CC=C(C=C1)NC1=CC=C(C=C1)C1=CC=C(C=C1)C=1C2=CC=CC=C2C=2C=CC=CC2C1)C1=CC=CC=C1